C1(CC1)S(=O)(=O)N1CCC(CC1)(F)CN1C2=NC(=NC=C2NC1=O)C1=C(C=CC=C1)C(C)C 9-((1-(cyclopropylsulfonyl)-4-fluoropiperidin-4-yl)methyl)-2-(2-isopropylphenyl)-7,9-dihydro-8H-purin-8-one